The molecule is a member of the class of benzaldehydes that is vanillin in which the hydrogen ortho- to the hydroxy group is substituted by a nitro group. It is a member of benzaldehydes and a member of 2-nitrophenols. It derives from a vanillin. COC1=CC(=CC(=C1O)[N+](=O)[O-])C=O